L-3-trifluoroacetyl-camphor FC(C(=O)C1C(C2(CCC1C2(C)C)C)=O)(F)F